NC=1N=NC=C(N1)C#CC=1C=NC=C(C(=O)NC2=CC(=C(C=C2)CN2CCN(CC2)C)C(F)(F)F)C1 5-((3-amino-1,2,4-triazin-5-yl)ethynyl)-N-(4-((4-methylpiperazin-1-yl)methyl)-3-(trifluoromethyl)phenyl)nicotinamide